NC=1N=C(C=C2C=C(N=CC12)NC(=O)C1C(C1)F)C=1C=NC=C(C1C)NC N-[8-amino-6-[4-methyl-5-(methylamino)pyridin-3-yl]-2,7-naphthyridin-3-yl]-2-fluorocyclopropane-1-carboxamide